C(C)(C)(C)C(=O)NN(C1CC1)CCC1=NC=C(C=C1C1N(CCC1)C1=NC=2N(C=C1)N=CC2C(=O)O)F 5-(2-(2-(2-(2-(tert-butylcarbonyl)-1-cyclopropylhydrazino)ethyl)-5-fluoropyridin-3-yl)pyrrolidin-1-yl)pyrazolo[1,5-a]pyrimidine-3-carboxylic acid